6-(5-(thiazol-5-yl)isoxazole-3-carboxamido)hexyl-5-((3aS,4S,6aR)-2-oxohexahydro-1H-thieno[3,4-d]imidazol-4-yl)pentanoate S1C=NC=C1C1=CC(=NO1)C(=O)NCCCCCCOC(CCCC[C@@H]1SC[C@@H]2NC(N[C@@H]21)=O)=O